1-(4-(cyclopropylthio)benzyl)-7-methoxy-1H-imidazo[4,5-c][1,8]naphthyridine C1(CC1)SC1=CC=C(CN2C=NC=3C=NC=4N=C(C=CC4C32)OC)C=C1